FC(C1=CC=C2C3=C(NC2=C1)N=CN=C3N)(F)F 7-(trifluoromethyl)-9H-pyrimido[4,5-b]indol-4-amine